N-(6-(5-chloro-6-fluoro-7-(isopropylamino)-1H-indazol-4-yl)imidazo[1,2-a]pyrazin-2-yl)-2-(methylthio)propenamide ClC=1C(=C2C=NNC2=C(C1F)NC(C)C)C=1N=CC=2N(C1)C=C(N2)NC(C(=C)SC)=O